C1(=CC=CC=C1)C1=C(NC2=CC=CC=C12)C=1NC2=CC=CC=C2C1C1=CC=CC=C1 3,3'-diphenyl-1H,1'H-2,2'-biindole